4-((S)-4-acryloyl-2-methylpiperazin-1-yl)-8-fluoro-7-(2-fluoro-6-hydroxyphenyl)-1-(2-isopropyl-4-methylpyridin-3-yl)pyrido[4,3-d]pyrimidin-2(1H)-one C(C=C)(=O)N1C[C@@H](N(CC1)C=1C2=C(N(C(N1)=O)C=1C(=NC=CC1C)C(C)C)C(=C(N=C2)C2=C(C=CC=C2O)F)F)C